N[C@H](C(=O)O)[C@@H](C(=O)N)O (2S,3S)-2,4-Diamino-3-hydroxy-4-oxobutanoic acid